1-({3-[(2S)-2-(4-chlorophenyl)-2-hydroxyethyl]-1,2,4-oxadiazol-5-yl}methyl)-3-methyl-2,6-dioxopyrimidine-4-carboxamide ClC1=CC=C(C=C1)[C@H](CC1=NOC(=N1)CN1C(N(C(=CC1=O)C(=O)N)C)=O)O